tert-butyl (6-iodo-2-oxo-2,3-dihydrobenzo[d]oxazol-7-yl)carbamate IC1=C(C2=C(NC(O2)=O)C=C1)NC(OC(C)(C)C)=O